O=CC(CC(=O)[O-])C1=CC=CC=C1 4-oxo-3-phenylbutyrate